COC1O[C@@H]([C@H]2OC(O[C@H]21)(C)C)CC(=O)O 2-[(3aR,6R,6aR)-4-Methoxy-2,2-dimethyl-3a,4,6,6a-tetrahydro-furo[3,4-d][1,3]dioxol-6-yl]acetic acid